2-(1H-benzo[d][1,2,3]triazol-1-yl)-N-(4-(3,5-dicyclopropyl-1H-pyrazol-1-yl)-3-fluorophenyl)acetamide amino-2'-deoxyadenosine-5'-monophosphate P(=O)(O)(O)OC[C@@H]1[C@H](C[C@@](O1)(N1C=NC=2C(N)=NC=NC12)N)O.N1(N=NC2=C1C=CC=C2)CC(=O)NC2=CC(=C(C=C2)N2N=C(C=C2C2CC2)C2CC2)F